(R)-6-chloro-3-((1-(3,6-dimethyl-4-oxo-2-(4-(4-(pyridin-3-yl)-1H-pyrazol-1-yl)piperidin-1-yl)-3,4-dihydroquinazolin-8-yl)ethyl)amino)-N-(methylsulfonyl)picolinamide ClC1=CC=C(C(=N1)C(=O)NS(=O)(=O)C)N[C@H](C)C=1C=C(C=C2C(N(C(=NC12)N1CCC(CC1)N1N=CC(=C1)C=1C=NC=CC1)C)=O)C